CC=1N2C(SC1C=1C=NN(C1)C)=C(C=N2)C(=O)NC=2C(=NC=C(C2)N)C methyl-N-(5-amino-2-methylpyridin-3-yl)-2-(1-methyl-1H-pyrazol-4-yl)pyrazolo[5,1-b]thiazole-7-carboxamide